1-vinyl-3-octylimidazole bromine salt [Br].C(=C)N1CN(C=C1)CCCCCCCC